BrC=1C=C(N(C1)CCOS(=O)(=O)C1=CC=C(C=C1)C)CO 2-(4-bromo-2-(hydroxymethyl)-1H-pyrrol-1-yl)ethyl-4-methylbenzenesulfonate